C(=C)[C@]1([C@H]([C@H]([C@@H](O1)N1C=NC=2C(N)=NC=NC12)O)O)COP1(OC2=C(CO1)C=CC=C2)=O 4'-Vinyl-5'-O-(2-oxido-4H-1,3,2-benzodioxaphosphorin-2-yl)-adenosin